OC1=CC=C(C=C1)C(C(C)=O)CCC 3-4-hydroxy-phenylhexanone